C(C=C)OC(=O)NC1=CC=C(C=C1)NC(=O)C1=CC(=CN1C)C1=CC=C(C=C1)NC(=O)C1=CC(=CN1C)NC(OC(C)(C)C)=O tert-Butyl (5-((4-(5-((4-(((allyloxy)carbonyl)amino)phenyl)carbamoyl)-1-methyl-1H-pyrrol-3-yl)phenyl)carbamoyl)-1-methyl-1H-pyrrol-3-yl)carbamate